CC1CC2(C(OCC(N2)=O)CC1)C1=CC=CC=C1 6-methyl-4a-phenylhexahydro-2H-benzo[b][1,4]oxazin-3(4H)-one